C1(CC1)OC1=NC=NC(=C1C1=CNC2=NC(=CC=C21)NC(=O)NC[C@H](CN(C)C)F)OC 1-[3-(4-cyclopropoxy-6-methoxypyrimidin-5-yl)-1H-pyrrolo[2,3-b]pyridin-6-yl]-3-[(2R)-3-(dimethylamino)-2-fluoropropyl]urea